2-ethylhexyl acrylate (2-Ethyl hexyl acrylate) C(C)C(CC(C(=O)O)=C)CCCC.C(C=C)(=O)OCC(CCCC)CC